CC(C1=CC=CC=C1)(C)C1=C(C(=CC=C1)N)N (dimethylbenzyl)-benzene-1,2-diamine